FC=1C=C(C=NC1)C1=NC(=C2N=CN(C2=N1)C(C)C)NCCC1=CNC2=CC=CC(=C12)C 2-(5-fluoropyridin-3-yl)-9-isopropyl-N-(2-(4-methyl-1H-indol-3-yl)ethyl)-9H-purin-6-amine